1-(4-(4-fluorophenyl)-3,4-dihydroquinoxaline-1(2H)-yl)-3-(4-methylpiperazin-1-yl)propan-1-one di-p-toluenesulfonate CC1=CC=C(C=C1)S(=O)(=O)O.CC1=CC=C(C=C1)S(=O)(=O)O.FC1=CC=C(C=C1)N1CCN(C2=CC=CC=C12)C(CCN1CCN(CC1)C)=O